NC1(CCN(CC1)C1=CC=C(CN1)C1=C(C2=CN(N=C2C=C1)C)Cl)C1=C(C=CC=C1)F 6-(4-amino-4-(2-fluorophenyl)piperidin-1-yl)-3-(4-chloro-2-methyl-2H-indazol-5-yl)-1H-pyridine